S1C=NC2=C1C=C(C=C2)\C=C\2/N=C(NC2=O)NCC2=CC=NC=C2 (4Z)-4-(1,3-Benzothiazol-6-ylmethylene)-2-(4-pyridylmethylamino)-1H-imidazol-5-one